N'-(2-pyridinylmethyl)-N-(6,7,8,9-tetrahydro-5H-cyclohepta[b]pyridin-9-yl)-1,4-benzenedimethanamine N1=C(C=CC=C1)CNCC1=CC=C(C=C1)CNC1CCCCC=2C1=NC=CC2